NC1=CC=C(C(C)(C)C2=CC(=CC=C2)C(C)(C)C2=CC=C(C=C2)N)C=C1 1,3-bis(p-aminocumyl)benzene